ClC1=CC(=C(N=N1)N[C@H]1CN(CCC1)C)S(=O)(=O)C (R)-6-chloro-N-(1-methylpiperidin-3-yl)-4-(methylsulfonyl)pyridazin-3-amine